N1=C(N=CC2=NC=CN=C12)C(=O)O pteridinic acid